N-[5-(2,2-difluoroethoxy)-4,6-dimethoxy-pyrimidin-2-yl]-6-fluoro-7-(triazol-2-yl)-1H-indole-3-sulfonamide FC(COC=1C(=NC(=NC1OC)NS(=O)(=O)C1=CNC2=C(C(=CC=C12)F)N1N=CC=N1)OC)F